BrC=1C=CC(N(C1)C1CN(C1)C(=O)OCC1=CC=CC=C1)=O benzyl 3-(5-bromo-2-oxo-1-pyridyl)azetidine-1-carboxylate